tetra-(p-tert.-butylphenyl)-phosphonium diphenyl-phosphate C1(=CC=CC=C1)OP(=O)(OC1=CC=CC=C1)[O-].C(C)(C)(C)C1=CC=C(C=C1)[P+](C1=CC=C(C=C1)C(C)(C)C)(C1=CC=C(C=C1)C(C)(C)C)C1=CC=C(C=C1)C(C)(C)C